OC(CC(=O)[O-])CC.[Ca+2].OC(CC(=O)[O-])CC Calcium beta-hydroxypentanoate